CO[Si](CCCNC(C=1C(C(=O)N)=CC=CC1)=O)(OC)OC N-[3-(trimethoxysilyl)propyl]phthalic acid diamide